ClC1=C(C=CC(=C1)OC1=CC=CC=C1)C(=O)C1=NNC2=NC=NC(=C21)N[C@H]2CO[C@@H](CC2)CO (2-Chloro-4-phenoxyphenyl)(4-(((3R,6S)-6-(hydroxymethyl)tetrahydro-2H-pyran-3-yl)amino)-1H-pyrazolo[3,4-d]pyrimidin-3-yl)methanone